(R)-2-fluoro-2'-mercapto-3-methyl-5',8'-dihydro-6'H-spiro[indene-1,7'-quinazoline]-4-ol FC1=C(C=2C(=CC=CC2[C@]12CCC=1C=NC(=NC1C2)S)O)C